P(=O)(O)(O)O[C@H]1[C@H]([C@@H](O[C@@H]1CO)N1C(=O)N=C(N)C=C1)OCCCCCCCCCCCCCCCC O-hexadecyl-cytidine-3'-phosphate